(1R,2S)-cyclohex-4-en-1,2-dimethanol [C@@H]1([C@H](CC=CC1)CO)CO